C(CCC)NC1CC(NC(C1)(C)C)(C)C 4-butylamino-2,2,6,6-tetramethyl-piperidine